C(C)NC(C1=CC=CC(=C1)F)=O N-ethyl-5-fluorobenzamide